FC([C@@H]1CN(CCC1)C1=NC(=NC=C1C(F)(F)F)NC1=C(C=C(C=C1)S(=O)(=O)Cl)C)F 4-[[4-[(3S)-3-(difluoromethyl)-1-piperidyl]-5-(trifluoromethyl)pyrimidin-2-yl]amino]-3-methyl-benzenesulfonyl chloride